4-[1-(4-fluorophenyl)-2-isopropyl-4-(methoxymethoxy)pyrrolo-[2,3-c]pyridin-3-yl]benzoic acid FC1=CC=C(C=C1)N1C(=C(C=2C1=CN=CC2OCOC)C2=CC=C(C(=O)O)C=C2)C(C)C